2-amino-5-chloro-3-fluorobenzoic acid NC1=C(C(=O)O)C=C(C=C1F)Cl